4-iso-propyl-resorcinol C(C)(C)C1=C(C=C(O)C=C1)O